N4-(2-isopropylsulfonylphenyl)-N2-[(1R,3S)-3-([1,2,4]triazolo[4,3-a]pyridin-3-yl)cyclohexyl]-5-(trifluoromethyl)pyrimidine-2,4-diamine C(C)(C)S(=O)(=O)C1=C(C=CC=C1)NC1=NC(=NC=C1C(F)(F)F)N[C@H]1C[C@H](CCC1)C1=NN=C2N1C=CC=C2